OCCC(=O)C1=CC(=CC=C1)OC 3-hydroxy-1-(3-methoxyphenyl)propan-1-one